C(C)(=O)N1CC2(C3=CC=CC=C13)CCC(C(C2)(C)C)=O 1'-Acetyl-5,5-dimethyl-4-oxospiro[cyclohexane-1,3'-indolin]